5-Methyl-3-[[6-[3-(trifluoromethyl)phenyl]pyrazolo[4,3-b]pyridin-1-yl]methyl]isothiazole CC1=CC(=NS1)CN1N=CC2=NC=C(C=C21)C2=CC(=CC=C2)C(F)(F)F